BrC1=CC2=CN(N=C2C=C1OC)[C@@H]1[C@H]([C@H](CCC1)O)C |r| rac-(1S,2R,3s)-3-(5-bromo-6-methoxy-2H-indazol-2-yl)-2-methylcyclohexan-1-ol